C(C)(C)(C)C1=CC=C(C=C1)NC1=CC=CC2=C1OC1=C2C=CC=C1 N-(4-tert-butylphenyl)-dibenzofuran-4-amine